FC(C)(F)C=1C=C(C=CC1)S(=O)O 3-(1,1-difluoroethyl)benzenesulfinic acid